N[C@@H](C(=O)N[C@@H](C(=O)NC(C(=O)N1CCC(CC1)C(=O)O)CCCC)CC1CC1)CC1=CC=CC=C1 [2-[[(2R)-2-[[(2R)-2-amino-3-phenyl-propionyl]amino]-3-cyclopropyl-propionyl]amino]hexanoyl]piperidine-4-carboxylic acid